C(C1=CC=CC=C1)NCCNC1=CC=C(C=C1)OC benzyl-({2-[(4-methoxyphenyl)amino]ethyl})amine